alpha-methyl-2-(trifluoromethyl)-benzyl nitrate [N+](=O)(OC(C1=C(C=CC=C1)C(F)(F)F)C)[O-]